CC1=NOC(=C1C=1C=C(OC2=C(C=C(N)C=C2)C)C=C(C1)F)C 4-(3-(3,5-dimethylisoxazol-4-yl)-5-fluorophenoxy)-3-methylaniline